O-isobutyryl-L-carnitine C(C(C)C)(=O)O[C@@H](C[N+](C)(C)C)CC([O-])=O